2-((1-(2-Cyanophenyl)piperidin-4-yl)(methyl)amino)acetamide C(#N)C1=C(C=CC=C1)N1CCC(CC1)N(CC(=O)N)C